6-(2-Methoxy-4-methylphenyl)-2-(pyrimidin-2-yl)-5,6,7,8-tetrahydrophthalazin-1(2H)-one COC1=C(C=CC(=C1)C)C1CC=2C=NN(C(C2CC1)=O)C1=NC=CC=N1